C[C@H]1N(CCOC1)C=1C=C2C3=C(C(=NN3CCC(N2C2(CC2)C#N)=O)C2=NNC=C2)N1 (R)-1-(4-(3-methylmorpholinyl)-7-oxo-2-(1H-pyrazol-3-yl)-8,9-dihydro-1,3,6,9a-tetraazabenzo[cd]azulene-6(7H)-yl)cyclopropane-1-carbonitrile